(2R,3R,4R)-2-(hydroxymethyl)-3,4-dihydro-2H-pyrano[3,2-b]pyridine-3,4-diol OC[C@@H]1[C@@H]([C@@H](C2=NC=CC=C2O1)O)O